NCC(=O)NC1=C(C2=C(S1)CC(C2)C(=O)OCC)C(C2=C(C=CC=C2F)F)=O ethyl 2-[(2-aminoacetyl)amino]-3-(2,6-difluorobenzoyl)-5,6-dihydro-4H-cyclopenta[b]thiophene-5-carboxylate